[Cl-].C(=O)(O)C1C(CCC2=CC=C(C=C12)OC1=C(C=CC=C1)C1=CC(=CC=C1)C(C)C)[NH3+] carboxy-7-((3'-isopropyl-[1,1'-biphenyl]-2-yl)oxy)-1,2,3,4-tetrahydronaphthalene-2-aminium chloride